The molecule is a thujene that is a bicyclic monoterpene isolated from the essential oils of various plant species. It has a role as a plant metabolite. CC(C)C12CCC(=C)C1C2